ClC=1C(=NC(=NC1)N1CC(N(CC1)C1CC1)=O)NC1=CC=2C3=C(C(N(C2C=C1)C)=O)OCC([C@@H](N3)C3CC3)(F)F (S)-10-((5-Chloro-2-(4-cyclopropyl-3-oxopiperazin-1-yl)pyrimidin-4-yl)amino)-2-cyclopropyl-3,3-difluoro-7-methyl-1,2,3,4-tetrahydro-[1,4]oxazepino[2,3-c]chinolin-6(7H)-on